6-chloro-4-ethynyl-2-methyl-1H-pyrrolo[2,3-b]pyridine ClC1=CC(=C2C(=N1)NC(=C2)C)C#C